tert-butyl N-[(1R)-1-cyclohexyl-2-[4-[3-[[5-[4-[(7-ethyl-6-oxo-5H-1,5-naphthyridin-3-yl)methyl]piperazin-1-yl]pyridine-2-carbonyl]amino]propoxy]-1-piperidyl]-2-oxo-ethyl]carbamate C1(CCCCC1)[C@H](C(=O)N1CCC(CC1)OCCCNC(=O)C1=NC=C(C=C1)N1CCN(CC1)CC=1C=NC=2C=C(C(NC2C1)=O)CC)NC(OC(C)(C)C)=O